[3-(2-hydroxymethyl-4-indan-4-yl-phenyl)-pyrrolidin-1-yl]-(6-methoxy-pyrazin-2-yl)-methanone OCC1=C(C=CC(=C1)C1=C2CCCC2=CC=C1)C1CN(CC1)C(=O)C1=NC(=CN=C1)OC